COC1=NC=CC(=C1C1CCC(CC1)C=1C(N(C2=NC(=CC=C2C1)C)CC1=NC=CC=C1C(F)(F)F)=O)C 3-((1r,4r)-4-(2-methoxy-4-methylpyridin-3-yl)cyclohexyl)-7-methyl-1-((3-(trifluorometh-yl)pyridine-2-yl)methyl)-1,8-naphthyridin-2(1H)-one